amino-(5R)-(1,2,4-oxadiazol-3-yl)-piperidine NC1N(CCCC1)C1=NOC=N1